8-Fluoro-2-methylimidazo[1,2-a]pyridine-6-carboxamide FC=1C=2N(C=C(C1)C(=O)N)C=C(N2)C